(1-(3-(quinolin-3-yl)phenyl)piperidin-4-yl)methanamine N1=CC(=CC2=CC=CC=C12)C=1C=C(C=CC1)N1CCC(CC1)CN